C1=CC(=C(C=C1C(=O)O)C2=C3C=CC(=N)C(=C3OC4=C2C=CC(=C4S(=O)(=O)[O-])N)S(=O)(=O)[O-])C(=O)O The molecule is the dianion of Alexa Fluor 488 para-isomer. It has a role as a fluorochrome. It is an organosulfonate oxoanion and a xanthene dye.